COC1=NC(=NC(=C1)OC)NC1=C(C=CC(=C1)C(F)(F)F)N1CCNCC1 4-(2-((4,6-dimethoxypyrimidin-2-yl)amino)-4-(trifluoromethyl)phenyl)piperazine